COCCOC=1C=C(C=C(C1)B1OC(C(O1)(C)C)(C)C)NC(C=C)=O N-(3-(2-methoxyethoxy)-5-(4,4,5,5-tetramethyl-1,3,2-dioxaborolan-2-yl)phenyl)acrylamide